C(C)(C)(C)OC(=O)N1C(NCC1C1=CC=C(C=C1)C#CC1=CC=C(C=C1)C(=O)N1CCOCC1)=O 5-(4-((4-(morpholine-4-carbonyl)phenyl)ethynyl)phenyl)-2-oxoimidazoline-1-carboxylic acid tert-butyl ester